1-(6,7-dihydro-5H-benzo[6,7]cyclohepta[1,2-c]pyridazin-3-yl)-N3-(4-(1-cyclopropylmethylpiperidin-4-yl)phenyl)-1H-1,2,4-triazole-3,5-diamine N1=NC(=CC2=C1C1=C(CCC2)C=CC=C1)N1N=C(N=C1N)NC1=CC=C(C=C1)C1CCN(CC1)CC1CC1